FC12CC(C1)(C2)CN[C@H]2CN(CCC2)C2=CC=C(N=N2)CNC(=O)C=2N=C1N(C(C2)=O)C=CC=C1 (R)-N-((6-(3-(((3-fluorobicyclo[1.1.1]pentan-1-yl)methyl)amino)piperidin-1-yl)pyridazin-3-yl)methyl)-4-oxo-4H-pyrido[1,2-a]pyrimidine-2-carboxamide